3-(3-((5-methyl-4-((2-methoxybenzylidene)amino)-4H-1,2,4-triazol-3-yl)thio)propoxy)-5,7-dimethoxy-2-(3,4,5-trimethoxyphenyl)-4H-chromen-4-one CC=1N(C(=NN1)SCCCOC1=C(OC2=CC(=CC(=C2C1=O)OC)OC)C1=CC(=C(C(=C1)OC)OC)OC)N=CC1=C(C=CC=C1)OC